ClC1=C(C=CC=C1)\N=C(/N)\C1=C(C=2N(N=C1)C=C(C2)C2=C(C=C(C=C2)OC)C)N[C@H]2C[C@H](CC2)N(CCC)CCC (Z)-N'-(2-chlorophenyl)-4-(((1R,3S)-3-(dipropylamino)cyclopentyl)amino)-6-(4-methoxy-2-methylphenyl)pyrrolo[1,2-b]pyridazine-3-carboximidamide